(S)-1-(2-chloro-7-(1-methoxyethyl)pyrazolo[1,5-a]pyrimidin-6-yl)-3-(5-chloropyridin-3-yl)urea ClC1=NN2C(N=CC(=C2[C@H](C)OC)NC(=O)NC=2C=NC=C(C2)Cl)=C1